1-(4-chlorophenyl)-3-methyl-2-phenylbut-2-en-1-one ClC1=CC=C(C=C1)C(C(=C(C)C)C1=CC=CC=C1)=O